7-[[1-(4-chloro-2,6-difluorophenyl)-4-hydroxypiperidin-4-yl]methoxy]-4-fluoro-3H-1,3-benzothiazol-2-one ClC1=CC(=C(C(=C1)F)N1CCC(CC1)(O)COC1=CC=C(C=2NC(SC21)=O)F)F